[Br-].C(C)(C)(C)OC(=O)N1CCC(CC1)[Zn+] (1-(tert-Butoxycarbonyl)piperidin-4-yl)zinc(II) bromide